CC1=NN(C=C1)C1=CC=CC=C1 (E)-3-methyl-1-phenyl-1H-pyrazole